1,1-difluoro-N-((6S,7S)-5-((R)-2-fluoro-3-methoxypropanoyl)-6-((2,3',5'-trifluoro-[1,1'-biphenyl]-3-yl)methyl)-5-azaspiro[2.4]heptan-7-yl)methanesulfonamide FC(S(=O)(=O)N[C@@H]1[C@@H](N(CC12CC2)C([C@@H](COC)F)=O)CC=2C(=C(C=CC2)C2=CC(=CC(=C2)F)F)F)F